C(C)NC(=O)C1OCC(C1O)O N-ethyl-3,4-dihydroxytetrahydrofuran-2-carboxamide